3-phenethyloxy-propane-1,2-diol C(CC1=CC=CC=C1)OCC(CO)O